[Br-].C(CCCCCCCCCCC)N1CN(C=C1)C 1-Dodecyl-3-methylimidazole bromide